1,1,1,4,4,5,5,5-octafluoro-2-(trifluoromethyl)pent-2-ene FC(C(=CC(C(F)(F)F)(F)F)C(F)(F)F)(F)F